N1C=CC2=CC=C(C=C12)C=1N=C(C=2N(C1)N=CN2)NC2=CC=C(C=C2)N2C1CN(C(C2)C1)C1COC1 6-(1H-indol-6-yl)-N-(4-(5-(oxetan-3-yl)-2,5-diazabicyclo[2.2.1]heptan-2-yl)phenyl)-[1,2,4]triazolo[1,5-a]pyrazin-8-amine